CN1CCC2=CC=CC=C12 1-methylindolin